barium radium chloride [Cl-].[Ra+2].[Ba+2].[Cl-].[Cl-].[Cl-]